FC(C=1C(=C(C=CC1)[C@@H](C)NC=1C2=C(N=C(N1)C)N=C(C(=C2)N2CCN(CC2)C)OCCOC)F)F (R)-N-(1-(3-(difluoromethyl)-2-fluorophenyl)ethyl)-7-(2-methoxyethoxy)-2-methyl-6-(4-methylpiperazin-1-yl)pyrido[2,3-d]pyrimidin-4-amine